8-[2-hydroxyethyl-(6-oxo-6-undecanoxyhexyl)amino]octanoic acid heptadec-9-yl ester CCCCCCCCC(CCCCCCCC)OC(CCCCCCCN(CCCCCC(OCCCCCCCCCCC)=O)CCO)=O